Pyrrolo[3,2-c]Pyridine-2-carbaldehyde N1C(=CC=2C=NC=CC21)C=O